FC1=C2CN(C(C2=CC(=C1C1(CCN(CC1)CC1=CC(=CC=C1)C(F)(F)F)O)F)=O)C1C(NC(CC1)=O)=O 3-(4,6-difluoro-5-(4-hydroxy-1-(3-(trifluoromethyl)benzyl)piperidin-4-yl)-1-oxoisoindolin-2-yl)piperidine-2,6-dione